(3R)-3-(4-chlorophenyl)-2-[(5-chloropyrimidin-2-yl)methyl]-4-fluoro-3-[(3-fluorooxetan-3-yl)methoxy]-6-[2-hydroxy-1-(piperazin-1-yl)butan-2-yl]-2,3-dihydro-1H-isoindol-1-one ClC1=CC=C(C=C1)[C@@]1(N(C(C2=CC(=CC(=C12)F)C(CN1CCNCC1)(CC)O)=O)CC1=NC=C(C=N1)Cl)OCC1(COC1)F